N(=O)N(CCC)CCC.[N] nitrogen nitrosodi-n-propylamine